FC=1C=CC=2C3=C(C=NC2C1)N(C(C31CN(C1)C=1N=NN(N1)C)=O)C 7'-Fluoro-3'-methyl-1-(2-methyl-2H-tetrazol-5-yl)-2'-oxo-2',3'-dihydrospiro[azetidine-3,1'-pyrrolo[2,3-c]quinolin]